vinyl-trityl-peroxysilane 5-oxopiperazine-1-carboxylate O=C1NCCN(C1)C(=O)O.C(=C)[SiH2]OOC(C1=CC=CC=C1)(C1=CC=CC=C1)C1=CC=CC=C1